C1(CCC1)CN(C(=O)OCC1=C(N=NN1C)C=1N=C(C(=NC1)O[C@@H]1C[C@H](CC1)C(=O)O)C)C |r| (±)-Trans-3-((5-(5-((((cyclobutylmethyl)(methyl)carbamoyl)oxy)methyl)-1-methyl-1H-1,2,3-triazol-4-yl)-3-methylpyrazin-2-yl)oxy)cyclopentanecarboxylic Acid